tert-butyl (2-(4-methylbenzo[b]thiophen-5-yl)ethyl)carbamate CC1=C(C=CC=2SC=CC21)CCNC(OC(C)(C)C)=O